4-[3-chloro-4-(cyclopropylaminocarbonyl)aminophenoxy]-7-methoxy-6-quinolinecarboxamide methanesulfonic acid salt CS(=O)(=O)O.ClC=1C=C(OC2=CC=NC3=CC(=C(C=C23)C(=O)N)OC)C=CC1NC(=O)NC1CC1